(6-(((3-Amino-5-(1-cyclopropyl-1H-1,2,4-triazol-3-yl)-4-methoxyphenylmethyl)oxy)methyl)-5-fluoropyridin-2-yl)carbamic acid tert-butyl ester C(C)(C)(C)OC(NC1=NC(=C(C=C1)F)COCC1=CC(=C(C(=C1)C1=NN(C=N1)C1CC1)OC)N)=O